tert-butyl 4-((1-fluorocyclopropyl)methyl)-1,2,3-oxathiazolidine-3-carboxylate 2,2-dioxide FC1(CC1)CC1N(S(OC1)(=O)=O)C(=O)OC(C)(C)C